(1H-pyrazol-3-ylmethyl)pyrazole N1N=C(C=C1)CC1=NNC=C1